O.Cl.Cl.C(#N)CNC(=O)C1=CC=C(C=C1)C1=NC(=NC=C1)NC1=CC=C(C=C1)N1C(COCC1([2H])[2H])([2H])[2H] N-(cyanomethyl)-4-(2-((4-(morpholinyl-3,3,5,5-d4)phenyl)amino)pyrimidin-4-yl)benzeneFormamide dihydrochloride monohydrate